C(C)(C)(C)C(C(=O)O)CC tertiarybutyl-butyric acid